BrC1=C(C=C2C(=NC(N3C2=C1OC[C@@H]3CN3CCN(CC3)C)=O)N3C[C@H](N(C[C@@H]3C)C(=O)OC(C)(C)C)C)Cl (2R,5S)-tert-butyl 4-((S)-10-bromo-9-chloro-3-((4-methylpiperazin-1-yl)methyl)-5-oxo-3,5-dihydro-2H-[1,4]oxazino[2,3,4-ij]quinazolin-7-yl)-2,5-dimethylpiperazine-1-carboxylate